4-hydroxy-trimethyl-tryptamine OC=1C=CC=C2NC=C(CC(N(C)C)C)C12